3-(2-methylbenzyl)-5-((benzoyl)methylene)oxazolidin-2-one CC1=C(CN2C(OC(C2)=CC(C2=CC=CC=C2)=O)=O)C=CC=C1